N-(4-(aminomethyl)phenyl)-4-(((3R,4R)-1-(2-cyanoacetyl)-4-methylpiperidin-3-yl)(methyl)amino)-7H-pyrrolo[2,3-d]pyrimidine-7-carboxamide NCC1=CC=C(C=C1)NC(=O)N1C=CC2=C1N=CN=C2N(C)[C@H]2CN(CC[C@H]2C)C(CC#N)=O